C(C1=CC=CC=C1)OC=1C=C(CCNC(=O)OC(C)(C)C)C=CC1OCC1=CC=CC=C1 Di-O-benzyl-N-BocDopamine